1-(4-nitrophenyl)-piperazine [N+](=O)([O-])C1=CC=C(C=C1)N1CCNCC1